4-((5-(1,6-dimethyl-1H-pyrazolo[3,4-b]pyridin-4-yl)-3-methyl-4,5,6,7-tetrahydro-1H-pyrazolo[4,3-c]pyridin-1-yl)methyl)-N-ethyl-N-methylbicyclo[2.2.2]octan-1-amine CN1N=CC=2C1=NC(=CC2N2CC1=C(CC2)N(N=C1C)CC12CCC(CC1)(CC2)N(C)CC)C